3-(2-((2-(((9H-fluoren-9-yl)methoxy)carbonyl)-1,2-dimethylhydrazino)methyl)-1H-pyrrolo[2,3-b]pyridin-1-yl)propionic acid C1=CC=CC=2C3=CC=CC=C3C(C12)COC(=O)N(N(C)CC1=CC=2C(=NC=CC2)N1CCC(=O)O)C